N-(4-fluoro-3-(trifluoromethyl)phenyl)-3-(2-methoxy-5-(1,4-dioxaspiro[4.5]decan-8-yl)benzamido)-6-(trifluoromethyl)benzo[b]thiophene-2-carboxamide FC1=C(C=C(C=C1)NC(=O)C1=C(C2=C(S1)C=C(C=C2)C(F)(F)F)NC(C2=C(C=CC(=C2)C2CCC1(OCCO1)CC2)OC)=O)C(F)(F)F